FC=1C=C(CNCCCCOCCNC=2C=3C=NNC3C=C(C2)C2=NC=NS2)C=C(C1OC(F)(F)F)F N-(2-(4-((3,5-difluoro-4-(trifluoromethoxy)benzyl)amino)butoxy)ethyl)-6-(1,2,4-thiadiazol-5-yl)-1H-indazol-4-amine